methyl (1R,3s,5S)-8-azabicyclo[3.2.1]octane-3-carboxylate [C@H]12CC(C[C@H](CC1)N2)C(=O)OC